C(CCCCCCCCCC)C1C2C=CC(C1)C2 5-undecylbicyclo[2.2.1]hept-2-ene